ClC1=CC(=C(COC2=NC=3CN(CCC3C=C2C2CC2)C(=O)OC(C)(C)C)C=C1)F tert-butyl 2-((4-chloro-2-fluorobenzyl)oxy)-3-cyclopropyl-5,8-dihydro-1,7-naphthyridine-7(6H)-carboxylate